C(C)(C)(C)OC(NC1(CCN(CC1)C1=NC(=C(N=C1)SC1=C(C(=NC=C1)NC(C=C)=O)Cl)N)C)=O (1-(5-((2-acrylamido-3-chloropyridin-4-yl)thio)-6-aminopyrazin-2-yl)-4-methylpiperidin-4-yl)carbamic acid tert-butyl ester